C(C#C)C1CCN(CC1)C(=O)OC(C)(C)C tert-butyl 4-(prop-2-yn-1-yl)piperidine-1-carboxylate